N-[6-Chloro-4-methyl-5-(propan-2-yl)pyridazin-3-yl]-1,3-benzothiazol-2-amine ClC1=C(C(=C(N=N1)NC=1SC2=C(N1)C=CC=C2)C)C(C)C